FC=1C=C2C=CNC2=CC1 5-fluoro-indole